(S)-2-(6-(cyclopropylmethoxy)-5-(pyrrolidin-1-yl)pyridin-amido)-4-methylpentanoic acid methyl ester COC([C@H](CC(C)C)NC(=O)C1=NC(=C(C=C1)N1CCCC1)OCC1CC1)=O